C(CNC(=O)C1=CC=CC=C1)(=O)I hippuric acid, iodide